C1(=CC=C(C=C1)N(C1=CC=2C(C=3C=CC=C(C3C2C=C1)N(C1=CC=C(C=C1)C1=CC=CC=C1)C1=CC=C(C=C1)C1=CC=CC=C1)(C1=CC=CC=C1)C1=CC=CC=C1)C1=C(C=CC=C1)C1=CC=CC=C1)C1=CC=CC=C1 N*2*,N*5*,N*5*-Tris-biphenyl-4-yl-N*2*-biphenyl-2-yl-9,9-diphenyl-9H-fluorene-2,5-diamin